CC(C)(OC(NCCOCCOCCOCCOCCC)=O)C 2,2-dimethyl-4-oxo-3,8,11,14,17-pentaoxa-5-azaeicosane